(4r,6r)-6-methoxy-1-methyl-2-azaspiro[3.3]heptane COC1CC2(CNC2C)C1